(S)-tert-butyl 6-(2-(3-(dimethylamino)cyclobutyl)benzo[d]thiazol-5-yl)-3-methyl-3,4-dihydropyridine-1(2H)-carboxylate CN(C1CC(C1)C=1SC2=C(N1)C=C(C=C2)C2=CC[C@@H](CN2C(=O)OC(C)(C)C)C)C